(rac)-2-[1-hydroxyethyl]benzonitrile O[C@H](C)C1=C(C#N)C=CC=C1 |r|